tert-butyl (5,6-dihydro-4H-pyrrolo[3,2,1-ij]quinolin-5-yl)carbamate C1=CN2CC(CC3=CC=CC1=C23)NC(OC(C)(C)C)=O